(bis(2-methoxyethyl)amino)acetonitrile COCCN(CCOC)CC#N